5-((2-(but-3-en-1-yl)-4-fluorophenyl)amino)-2-(trifluoromethyl)isonicotinic acid C(CC=C)C1=C(C=CC(=C1)F)NC1=CN=C(C=C1C(=O)O)C(F)(F)F